C(C)(C)(C)OC(=O)N1[C@H](CCC1)[C@@H]1O[C@H]1C1=CC(=CC=C1)F (R)-2-((2S,3S)-3-(3-fluorophenyl)oxiran-2-yl)pyrrolidine-1-carboxylic acid tert-butyl ester